3-(N-(2-(4-hydroxy-3,3-dimethylpiperidin-1-yl)-5-(trifluoromethyl)phenyl)sulfamoyl)-4-methoxybenzoic acid OC1C(CN(CC1)C1=C(C=C(C=C1)C(F)(F)F)NS(=O)(=O)C=1C=C(C(=O)O)C=CC1OC)(C)C